FS(C=1C=C(C=C(C1)C(F)(F)F)C1=NN(C=N1)\C=C/C(=O)NNC(=O)C1CC1)(F)(F)(F)F (Z)-N'-(3-(3-(3-(Pentafluorosulfanyl)-5-(trifluoromethyl)phenyl)-1H-1,2,4-triazol-1-yl)acryloyl)cyclopropancarbohydrazid